NC=1C=CC(=NC1C)C1=C(C(=NO1)C)NC1=NC(=CN=C1)OC(C)C 5-(5-amino-6-methylpyridin-2-yl)-N-(6-isopropoxypyrazin-2-yl)-3-methylisoxazol-4-amine